BrC1=CC(=C2[C@](N(C(C2=C1)=O)CC1=NC=C(C=C1)Cl)(OC)C1=CC=C(C=C1)Cl)F (3R)-6-bromo-3-(4-chlorophenyl)-2-[(5-chloropyridin-2-yl)methyl]-4-fluoro-3-methoxy-2,3-dihydro-1H-isoindol-1-one